FC1(CN(CC1)C1=NC=CC(=C1C#N)C1=CC=CC=C1)F 2-(3,3-difluoropyrrolidin-1-yl)-4-phenyl-pyridine-3-carbonitrile